1-(4-bromo-2-chlorophenyl)-3-methylpyridin-2(1H)-one BrC1=CC(=C(C=C1)N1C(C(=CC=C1)C)=O)Cl